CN(CC1CCCCCC2CNCCN2C=2C=3CCN(CC3N=C(O1)N2)C2=CC=CC1=CC=CC=C21)C Dimethyl-({[19-(naphthalene-1-yl)-14-oxa-2,5,16,19,23-pentaazatetracyclo[13.7.1.02,7.017,22]tricosa-1(23),15,17(22)-trien-13-yl]methyl})amine